tert-butyl (2R,6S)-4-{2-methoxy-8-[(1-methyl-1,2,3-benzotriazol-4-yl)carbamoyl]quinazolin-5-yl}-2,6-dimethylpiperazine-1-carboxylate COC1=NC2=C(C=CC(=C2C=N1)N1C[C@H](N([C@H](C1)C)C(=O)OC(C)(C)C)C)C(NC1=CC=CC=2N(N=NC21)C)=O